[3-[(3,4-dihydro-3-methyl-4-oxo-6-quinazolinyl)amino]-4-methylphenyl]-benzamide CN1C=NC2=CC=C(C=C2C1=O)NC=1C=C(C=CC1C)C1=C(C(=O)N)C=CC=C1